1-(3-pyridinyl)pyrazole-4-carboxylic acid N1=CC(=CC=C1)N1N=CC(=C1)C(=O)O